2-(2,2-difluoroethoxy)-8-(6-(difluoromethoxy)pyridin-3-yl)-6-(2-methyl-2H-indazol-5-yl)pyrido[3,4-b]pyrazin-7(6H)-one FC(COC1=NC=2C(N=C1)=CN(C(C2C=2C=NC(=CC2)OC(F)F)=O)C2=CC1=CN(N=C1C=C2)C)F